(1S,3S)-3-((6-(3-((4-(cyclopropylmethyl)-5-oxo-4,5-dihydro-1H-tetrazol-1-yl)methyl)-5-Fluorothiophen-2-yl)-2-methylpyridin-3-yl)oxy)cyclohexane-1-carboxylic acid C1(CC1)CN1N=NN(C1=O)CC1=C(SC(=C1)F)C1=CC=C(C(=N1)C)O[C@@H]1C[C@H](CCC1)C(=O)O